(R)-N-(4-methoxy-2-morpholino-5-((6-(3-(3-phenoxyphenyl)isoxazolidin-2-yl)pyrimidin-4-yl)amino)phenyl)acrylamide COC1=CC(=C(C=C1NC1=NC=NC(=C1)N1OCC[C@@H]1C1=CC(=CC=C1)OC1=CC=CC=C1)NC(C=C)=O)N1CCOCC1